C(CCCCCCCCCCC)OS(=O)(=O)[O-].[Na+] sodium dodecyl-sulphate salt